NC1=C(C=2C(=NC(=C(C2)C)C)N1C=1C(=C(C=CC1C)S(=O)(=O)N)C)C#N 3-(2-Amino-3-cyano-5,6-dimethyl-1H-pyrrolo[2,3-b]pyridin-1-yl)-2,4-dimethylbenzenesulfonamide